N1=CC=C(C=C1)C12CC(C1)(C2)N2S(C=CCC2)(=O)=O 2-(3-(pyridin-4-yl)bicyclo[1.1.1]pentan-1-yl)-3,4-dihydro-2H-1,2-thiazine 1,1-dioxide